4-chloro-N-(4-methyl-3-(2-((1-methyl-1H-pyrazol-4-yl)amino)-8,9-dihydroimidazo[1',2':1,6]pyrido[2,3-d]pyrimidin-6-yl)phenyl)-3-(trifluoromethyl)benzamide sulfosuccinimidyl-Propionate S(=O)(=O)(O)C(C(=O)O)(C)N1C(CCC1=O)=O.ClC1=C(C=C(C(=O)NC2=CC(=C(C=C2)C)C2=CC3=C(N=C(N=C3)NC=3C=NN(C3)C)N3C2=NCC3)C=C1)C(F)(F)F